[Si](C)(C)(C(C)(C)C)OC(CF)(C)C1=CC=C(C=N1)N 6-(2-((tert-butyldimethylsilyl)oxy)-1-fluoroprop-2-yl)pyridin-3-amine